pyridinium undecane-5,7-dione CCCCC(CC(CCCC)=O)=O.[NH+]1=CC=CC=C1